C=CC=1C(=CC=CC1)C=CC(=O)N styrene-2-acrylamide